6-fluoro-1,5-naphthyridin-2-yl triflate O(S(=O)(=O)C(F)(F)F)C1=NC2=CC=C(N=C2C=C1)F